Distearoyl-oxygen isopropyl-borate C(C)(C)OB(O)O.C(CCCCCCCCCCCCCCCCC)(=O)OC(CCCCCCCCCCCCCCCCC)=O